[SiH3]C1=C(C(=C2C=CC=CC2=C1)C1=CC(=CC2=CC=CC=C12)[SiH3])O 3,3'-bis-silyl-binaphthol